C(C)(C)(C)C1=CC=C(C=C1)N1C(=CC=C1)C=C1C(NC(S1)=O)=O 5-((1-(4-(tert-butyl)phenyl)-1H-pyrrol-2-yl)methylene)thiazolidine-2,4-dione